(S)-10,16-dihydroxyhexadecanoic acid (10,16-Dihydroxypalmitate) OC(CCCCCCCCC(=O)O)CCCCCCO.O[C@@H](CCCCCCCCC(=O)O)CCCCCCO